C1=CC=C(C=C1)CC2=CC=C(C=C2)C3=CC=CC=C3 4-phenyldiphenylmethane